C(C1CO1)OC1C(O1)OCC1CO1 epoxyethylene glycol diglycidyl ether